OC=1C=2N(C=CC1)N=CC2C#N 4-hydroxypyrazolo[1,5-a]pyridine-3-carbonitrile